BrC=1C=CC=2N(C1)C(=C(N2)\C=C\C2=CC=CC=C2)NC=O (E)-N-(6-bromo-2-styrylimidazo[1,2-a]pyridin-3-yl)-formamide